FC1=C(C(=CC(=C1)OCCN1CC(C1)CF)F)[C@H]1N([C@@H](CC2=C1NC1=CC=CC=C21)C)C[C@H](C)C2=CC=CC=C2 (1R,3R)-1-(2,6-difluoro-4-(2-(3-(fluoromethyl)azetidin-1-yl)ethoxy)phenyl)-3-methyl-2-((R)-2-phenylpropyl)-2,3,4,9-tetrahydro-1H-pyrido[3,4-b]indole